OC(C(=O)[O-])CCC.[Sn+4].OC(C(=O)[O-])CCC.OC(C(=O)[O-])CCC.OC(C(=O)[O-])CCC tin hydroxypentanoate